[C@@H]12COC[C@H]2C1N1N=CC=2C(C1=O)=NN(C2CF)CC2=C(C=CC=C2)F 6-((1S,5R,6r)-3-oxa-bicyclo[3.1.0]hexan-6-yl)-2-(2-fluorobenzyl)-3-(fluoromethyl)-2H-pyrazolo[3,4-d]pyridazin-7(6H)-one